3-((13S,15R)-4-fluoro-13-methyl-17-oxo-7,8,9,11,12,13,14,15,16,17-decahydro-6H-cyclopenta[a]phenanthren-15-yl)-N-(1-methyl-1H-pyrazol-3-yl)propanamide FC1=CC=CC=2C3CC[C@@]4(C(C[C@H](C4C3CCC12)CCC(=O)NC1=NN(C=C1)C)=O)C